C12C(CC(CC1)C(=O)[O-])O2 4-epoxycyclohexanecarboxylate